(R)-(6'-methylenetetrahydrospiro[cyclopropane-1,1'-pyrrolizin]-7a'(5'H)-yl)methanol C=C1CN2CCC3([C@]2(C1)CO)CC3